C(C)OC(=O)C1CC2=C(C(=NC=C2CO[Si](C2=CC=CC=C2)(C2=CC=CC=C2)C(C)(C)C)C)C1 4-[[tert-butyl-(diphenyl)silyl]oxymethyl]-1-methyl-6,7-dihydro-5H-cyclopenta[c]pyridine-6-carboxylic acid ethyl ester